N,N'-dinaphthyl-N,N'-diphenylbenzidine C1(=CC=CC2=CC=CC=C12)N(C1=CC=C(C=C1)C1=CC=C(N(C2=CC=CC=C2)C2=CC=CC3=CC=CC=C23)C=C1)C1=CC=CC=C1